14,14-dioctyloxy-(5Z)-1,5-tetradecadiene-3-yne C(CCCCCCC)OC(CCCCCCC\C=C/C#CC=C)OCCCCCCCC